((3R,4S)-4-fluoro-1-((R)-3,3,3-trifluoro-2-hydroxy-2-methylpropionyl)pyrrolidin-3-yl)-7,8-dihydro-1,6-naphthyridin-5(6H)-one F[C@H]1[C@H](CN(C1)C([C@@](C(F)(F)F)(C)O)=O)C1=NC=2CCNC(C2C=C1)=O